4-((4-(trifluoromethyl)phenyl)ethynyl)piperidin-4-ol 2,2,2-trifluoroacetate FC(C(=O)O)(F)F.FC(C1=CC=C(C=C1)C#CC1(CCNCC1)O)(F)F